C(C)[C@H]1[C@H]2C(N[C@@H]([C@H]12)COC1=NC=CC2=CC(=C(C=C12)OC)C(=O)N)=O 1-(((1r,2s,5r,6r)-6-ethyl-4-oxo-3-azabicyclo[3.1.0]hex-2-yl)methoxy)-7-methoxyisoquinoline-6-carboxamide